2-((5-((5,5-dioxido-11-oxo-10,11-dihydrodibenzo[b,f][1,4]thiazepine-8-carboxamido)methyl)thiazol-2-yl)oxy)acetic acid O=S1(C2=C(NC(C3=C1C=CC=C3)=O)C=C(C=C2)C(=O)NCC2=CN=C(S2)OCC(=O)O)=O